8-(1-pyrrolidinyl)-quinoline N1(CCCC1)C=1C=CC=C2C=CC=NC12